3-fluoro-2-methoxy-4-(4-(pyrrolidin-1-yl)piperidin-1-yl)aniline FC=1C(=C(N)C=CC1N1CCC(CC1)N1CCCC1)OC